(R)-(3-([1,1'-biphenyl]-2-ylethynyl)-1H-indazol-5-yl)(2-isopropylpiperazin-1-yl)methanone C1(=C(C=CC=C1)C#CC1=NNC2=CC=C(C=C12)C(=O)N1[C@@H](CNCC1)C(C)C)C1=CC=CC=C1